(2S,3R)-3-(4-(4-(1-(pent-3-yl)-1H-pyrazol-4-yl)pyrazolo[1,5-a]pyrazin-6-yl)-1H-pyrazol-1-yl)butane-1,2-diol CCC(CC)N1N=CC(=C1)C=1C=2N(C=C(N1)C=1C=NN(C1)[C@@H]([C@@H](CO)O)C)N=CC2